6-((6-((8-(hydroxyamino)-8-oxooctyl)oxy)-7-methoxyquinazolin-4-yl)oxy)-N-isopropyl-2-methylbenzofuran-3-carboxamide ONC(CCCCCCCOC=1C=C2C(=NC=NC2=CC1OC)OC1=CC2=C(C(=C(O2)C)C(=O)NC(C)C)C=C1)=O